Ethyl-vinyl-piperidine C(C)C1N(CCCC1)C=C